(S)-1-(1-(benzyloxy)-3-(tritylthio)prop-2-yl)-1H-benzo[d]imidazole C(C1=CC=CC=C1)OC[C@@H](CSC(C1=CC=CC=C1)(C1=CC=CC=C1)C1=CC=CC=C1)N1C=NC2=C1C=CC=C2